(S)-2-cyclopentyl-N-methylpropanamide C1(CCCC1)[C@@H](C(=O)NC)C